FC(CN1CCN(CC1)C1=CC2=C(CC(O2)(C)CO)C=C1NC(=O)C=1C=NN2C1N=CC(=C2)F)F N-[6-[4-(2,2-difluoroethyl)piperazin-1-yl]-2-(hydroxymethyl)-2-methyl-3H-benzofuran-5-yl]-6-fluoro-pyrazolo[1,5-a]pyrimidine-3-carboxamide